ClCCCCCOC1=CC=C(C(=O)N[C@@H](CCCCN)C(=O)O)C=C1 4-(5-chloropentyl)oxybenzoyl-L-lysine